methyl (R)-2-(((3,4-dihydro-2H-benzo[b][1,4]oxazin-7-yl)methyl)(1-(3-fluoropyridin-2-yl)ethyl)amino)-2-oxoacetate O1C2=C(NCC1)C=CC(=C2)CN(C(C(=O)OC)=O)[C@H](C)C2=NC=CC=C2F